p-toluenesulphonyl fluoride CC1=CC=C(C=C1)S(=O)(=O)F